C(CCC)OCC(C)O propylenglycol n-butyl ether